(5-(6-(cyclobutylmethyl)-1H-pyrrolo[2,3-b]pyridin-3-yl)pyrazolo[1,5-a]pyridin-3-yl)(morpholino)methanone C1(CCC1)CC1=CC=C2C(=N1)NC=C2C2=CC=1N(C=C2)N=CC1C(=O)N1CCOCC1